O=C1NC(CCC1N1C(C2=CC=C(C=C2C1)N1CCN(CC1)C(CC1CCN(CC1)CC=1C=C2CN(CC2=CC1)C(=O)OC(C)(C)C)=O)=O)=O t-butyl 5-((4-(2-(4-(2-(2,6-dioxopiperidin-3-yl)-1-oxoisoindolin-5-yl)piperazin-1-yl)-2-oxoethyl)piperidin-1-yl)methyl)isoindoline-2-carboxylate